C(=O)C1(CC=CN=C1)B(O)O 5-formylpyridine-5-boronic acid